FC=1C=CC2=C(CC[C@H]3N(C2=O)C[C@H](CC3)C=3SC=C(N3)C=3SC=CC3)C1 (3S,12aS)-9-fluoro-3-[4-(thiophen-2-yl)-1,3-thiazol-2-yl]-1,3,4,11,12,12a-hexahydropyrido[1,2-b][2]benzazepin-6(2H)-one